(R)-4-(1-methyl-1H-pyrazol-5-yl)-6-(3-methylmorpholinyl)pyridazine-3-carbonitrile CN1N=CC=C1C1=C(N=NC(=C1)N1[C@@H](COCC1)C)C#N